FC1=C(C=CC(=C1)OC(C)C1=CC=CC=C1)C=1NC2=NC=NC(=C2N1)C=1CCNCC1 8-(2-fluoro-4-(1-phenylethoxy)phenyl)-6-(1,2,3,6-tetrahydropyridin-4-yl)-9H-purine